2-(1-benzhydryl-piperidin-4-yl)isoindolin-5-ol C(C1=CC=CC=C1)(C1=CC=CC=C1)N1CCC(CC1)N1CC2=CC=C(C=C2C1)O